BrC=1C=CC(=NC1)C(C(C)(N1N=C(C=C1)C)C)=O 1-(5-Bromo-2-pyridyl)-2-methyl-2-(3-methylpyrazol-1-yl)propan-1-one